CC(C(=O)OCC)OC1=C(C=CC=C1)C(CBr)=O ethan-1-ol methyl-[2-(bromoacetyl)phenoxy]acetate